ClC1=NC=C(C=N1)CCC(=O)NC1=C(C(=NN1)C1=CC=NC=C1)C 3-(2-Chloropyrimidin-5-yl)-N-(4-methyl-3-(pyridin-4-yl)-1H-pyrazol-5-yl)propanamide